C(CCC(=O)O)(=O)O.C(CCC(=O)O)(=O)O.ClC=1C=CC(=C(CN2C[C@@H](CC2)CNC)C1)OCC (S)-1-(1-(5-chloro-2-ethoxybenzyl)pyrrolidin-3-yl)-N-methylmethanamine disuccinate